(2'R,4R,4'R)-6'-fluoro-3-methyl-1,2'-diphenyl-1'-tosyl-4'-vinyl-1',4'-dihydro-2'H-spiro[pyrazole-4,3'-quinoline]-5(1H)-one FC=1C=C2[C@H]([C@@]3([C@H](N(C2=CC1)S(=O)(=O)C1=CC=C(C)C=C1)C1=CC=CC=C1)C(=NN(C3=O)C3=CC=CC=C3)C)C=C